OCCN(C1=CC2=C(N(C(=N2)C[C@@H](C(=O)OCC)NC([C@H](CC(C)C)NC(=O)OC(C)(C)C)=O)C)C=C1)CCO ethyl (2S)-3-[5-[bis(2-hydroxyethyl)amino]-1-methyl-benzimidazol-2-yl]-2-[[(2S)-2-(tert-butoxycarbonylamino)-4-methyl-pentanoyl]amino]propanoate